C(CCCCCCC\C=C/CCCCCCCC)OOCC ethoxy oleyl ether